ClC=1C(=C(CN2[C@@H](C[C@@](CC2)(C(=O)O)CC2=NC(=C(C(=C2)CC)C)NC2=NNC(=C2)C)C)C=CC1)F (2R,4R)-1-(3-chloro-2-fluorobenzyl)-4-((4-ethyl-5-methyl-6-((5-methyl-1H-pyrazol-3-yl)amino)pyridin-2-yl)methyl)-2-methyl-piperidine-4-carboxylic acid